1-(4-hydroxybutyl)-1-propylpyrrolidin-1-ium OCCCC[N+]1(CCCC1)CCC